FC1=C(C=CC=C1C(F)(F)F)NC1=NC=2C(N=C1OC)=NON2 N-(2-FLUORO-3-(TRIFLUOROMETHYL)PHENYL)-6-METHOXY-[1,2,5]OXADIAZOLO[3,4-B]PYRAZIN-5-AMINE